FC(COC1=C(C=CC(=C1)F)N1C(C(=CC=C1)C(=O)NC1=CC=C(C=C1)C(C)(C)O)=O)F 1-[2-(2,2-difluoroethoxy)-4-fluorophenyl]-N-[4-(2-hydroxypropan-2-yl)phenyl]-2-oxo-1,2-dihydropyridine-3-carboxamide